IC1=C(C(=CC(=C1)N)I)N 2,6-diiodo-p-phenylenediamine